Tert-butyl (1R,5S)-3-(7-bromo-8-fluoro-2-(((2R)-2-fluorotetrahydro-1H-pyrrolizin-7a(5H)-yl) methoxy) quinazolin-4-yl)-3,8-diazabicyclo[3.2.1]octane-8-carboxylate BrC1=CC=C2C(=NC(=NC2=C1F)OCC12CCCN2C[C@@H](C1)F)N1C[C@H]2CC[C@@H](C1)N2C(=O)OC(C)(C)C